4-(1,3-dimethylpyrazol-4-yl)-2-pyrimidin-2-yl-5-(trifluoromethyl)pyrazol-3-amine CN1N=C(C(=C1)C1=C(N(N=C1C(F)(F)F)C1=NC=CC=N1)N)C